C(OCC#C)(OCCCCCCNC(C1=CC=C(C=C1)S(N)(=O)=O)=O)=O Prop-2-yn-1-yl (6-(4-sulfamoylbenzamido)hexyl) carbonate